4-BROMO-5-METHYLISOTHIAZOL-3-OL BrC=1C(=NSC1C)O